6-chloro-1-(cyclopropylmethyl)-7-(2-fluoro-6-hydroxyphenyl)-4-(4-(2-propenoyl)-1-piperazinyl)pyrido[2,3-d]pyrimidin-2(1H)-one ClC1=CC2=C(N(C(N=C2N2CCN(CC2)C(C=C)=O)=O)CC2CC2)N=C1C1=C(C=CC=C1O)F